ruthenium indene tert-butyl-2-(1-benzyloxycarbonyl-4-piperidyl)-6,7-dihydro-4H-pyrazolo[4,3-c]pyridine-5-carboxylate C(C)(C)(C)OC(=O)N1CC=2C(CC1)=NN(C2)C2CCN(CC2)C(=O)OCC2=CC=CC=C2.C2C=CC1=CC=CC=C21.[Ru]